NC=1N2C(C=3N(C(N(C3N1)CCOC1=C(C=C(C=C1)F)F)=O)CC1CC1)=NC(=N2)C=2OC=CC2 5-Amino-1-cyclopropylmethyl-3-[2-(2,4-difluoro-phenoxy)-ethyl]-8-furan-2-yl-1,3-dihydro-[1,2,4]triazolo[5,1-i]purin-2-one